tert-butyl (7-aminoheptyl)carbamate NCCCCCCCNC(OC(C)(C)C)=O